CC1C=C(O)C=C(C)C=1Cl p-chloro-m-xylenol